OC(C)(C)C=1C(=CC2=CN(N=C2C1)CCCOC)NC(=O)C1=NC(=CC=C1)C(F)(F)F N-[6-(2-Hydroxypropan-2-yl)-2-(3-methoxypropyl)-2H-indazol-5-yl]-6-(trifluoromethyl)pyridine-2-carboxamide